COC1=C(C(=C(C(=C1)C2=CC(=C(C=C2)O)O)OC)O)C3=CC(=C(C=C3)O)O The molecule is a para-terphenyl that is the 3,3''-dihydroxy derivative of terphenyllin. It has been isolated from Aspergillus taichungensis. It has a role as an Aspergillus metabolite. It is a para-terphenyl, a dimethoxybenzene and a member of catechols. It derives from a terphenyllin.